FC(CO[C@@H]1O[C@@](CC1)(CN1N=CN=C1)C1=C(C=C(C=C1)Cl)Cl)(F)F |r| (2RS,5RS)-5-(2,4-dichlorophenyl)tetrahydro-5-(1H-1,2,4-triazol-1-ylmethyl)-2-furyl 2,2,2-trifluoroethyl ether